1-(5-bromothien-2-yl)ethane-1-amine BrC1=CC=C(S1)C(C)N